C1C(CSC(C1)C=C(C(=O)[O-])C)C=C(C(=O)[O-])C 4,4-dithiane-2,5-diylbis(2-methyl acrylate)